N-(6-benzoyl-1H-benzimidazol-2-yl)carbamate C(C1=CC=CC=C1)(=O)C=1C=CC2=C(NC(=N2)NC([O-])=O)C1